ClC=1C=C(OC2CCC(CC2)NC(=O)C=2N=NC(=CC2)N2CCC(CC2)C=O)C=CC1C#N N-((1r,4r)-4-(3-chloro-4-cyanophenoxy)cyclohexyl)-6-(4-formylpiperidin-1-yl)pyridazine-3-amide